7-cyclopropyl-1-(2-ethynylphenyl)quinazoline-2,4(1H,3H)-dione C1(CC1)C1=CC=C2C(NC(N(C2=C1)C1=C(C=CC=C1)C#C)=O)=O